3-propylnonan-1-ol C(CC)C(CCO)CCCCCC